CN1CC(CCC1)C1=C(N=NC=C1)N (1-methylpiperidin-3-yl)pyridazin-3-amine